(E)-4-((tert-butoxycarbonyl)(methyl-d3)amino)but-2-en-4,4-d2 iron-europium [Eu].[Fe].C(C)(C)(C)OC(=O)N(C(/C=C/C)([2H])[2H])C([2H])([2H])[2H]